FC1=C(C(=C(C(=C1F)F)F)OCC(F)(F)F)S(=O)(=O)NC1=CC(=C(C=C1)OC)F 2,3,4,5-tetrafluoro-N-(3-fluoro-4-methoxyphenyl)-6-(2,2,2-trifluoroethoxy)benzenesulfonamide